(1R)-1-[3-(2-methyl-4-pyridyl)-1,2,4-oxadiazol-5-yl]ethanamine CC1=NC=CC(=C1)C1=NOC(=N1)[C@@H](C)N